C[Sn](C)(C)C tetramethyltin